C1(CC1)C1=NC(=NO1)CN1N=C2C3=C(CCC2=C1)OC(=C3C)C(=O)OCC ethyl 2-[(5-cyclopropyl-1,2,4-oxadiazol-3-yl) methyl]-8-methyl-4,5-dihydro-2H-furo[2,3-g]indazole-7-carboxylate